2-diazo-2-(4-hydroxy-2-methyltetrahydro-2H-pyran-4-yl)acetic acid ethyl ester C(C)OC(C(C1(CC(OCC1)C)O)=[N+]=[N-])=O